2-pyrazol-1-ylethylamine N1(N=CC=C1)CCN